[I-].C(C=C)(=O)OCCC[N+](CC)(CC)CC1=CC=CC=C1 acryloyloxypropyl-benzyl-diethyl-ammonium Iodide